CC=1C(=NC=CN1)C1=CC=C(N1)C(=O)N1C[C@H](CC1)C(=O)NC1=CC(=C(C(=C1)F)F)F (S)-1-(5-(3-methylpyrazin-2-yl)-1H-pyrrole-2-carbonyl)-N-(3,4,5-trifluorophenyl)pyrrolidine-3-carboxamide